4-(furo[3,2-c]pyridin-4-yl)-N-(6-hydroxyhexyl)benzamide O1C=CC=2C(=NC=CC21)C2=CC=C(C(=O)NCCCCCCO)C=C2